OC=1C=C(C[NH-])C=CC1O N-(3,4-dihydroxybenzyl)amid